[C@H]12CN(C[C@H](CC1)N2)C=2C1=C(N=C(N2)OC[C@H]2N(CCC2)C)C(N(CC1)C1=C(C(=CC(=C1)O)Cl)C(F)(F)F)=O 4-((1R,5S)-3,8-Diazabicyclo[3.2.1]octan-3-yl)-7-(3-chloro-5-hydroxy-2-(trifluoromethyl)phenyl)-2-(((S)-1-methylpyrrolidin-2-yl)methoxy)-6,7-dihydropyrido[3,4-d]pyrimidin-8(5H)-one